benzyl (2R,3S,4S)-2-(1,3-benzothiazol-5-ylmethyl)-3,4-bis(benzyloxy)pyrrolidine-1-carboxylate S1C=NC2=C1C=CC(=C2)C[C@H]2N(C[C@@H]([C@H]2OCC2=CC=CC=C2)OCC2=CC=CC=C2)C(=O)OCC2=CC=CC=C2